ClCC(=O)NC1=CC=2C(C3=CC=CC(=C3C(C2C(=C1)OCCCC(C)=O)=O)OCCCC(C)=O)=O 2-chloro-N-(9,10-dioxo-4,5-bis((4-oxopentyl)oxy)-9,10-dihydroanthracen-2-yl)acetamide